2,3-difluoro-4-[5-(trifluoromethyl)thiophen-3-yl]benzaldehyde FC1=C(C=O)C=CC(=C1F)C1=CSC(=C1)C(F)(F)F